NC1=NC=C(C=2N=C(N=CC21)NC2CCC(CC2)O)N2CCCC2 (1R,4R)-4-((5-amino-8-(pyrrolidin-1-yl)pyrido[4,3-d]pyrimidin-2-yl)amino)cyclohexane-1-ol